N1=C(NC=2C=NC=CC21)C2=CC=C(C#N)C=C2 4-(3H-imidazo[4,5-c]pyridin-2-yl)benzonitrile